C(C#C)OS(=O)(=O)C=C vinyl-sulfonic acid (2-propynyl) ester